1,2,2,2-tetrafluoroethyl 1,1,1,2,2-pentafluoroethyl ether FC(C(F)(F)OC(C(F)(F)F)F)(F)F